[Cl-].C(CCCCC)[N+]1(CCCC1)C 1-hexyl-1-methyl-pyrrolidinium chloride